C(C1=CC=CC=C1)OC(=O)N[C@@H](C(C)C)C(=O)OCCCCO 4-hydroxybutyl ((benzyloxy)carbonyl)-L-valinate